2-chloro-N-((3-(dibenzylamino)oxetan-3-yl)methyl)-5-methoxypyrimidin-4-amine ClC1=NC=C(C(=N1)NCC1(COC1)N(CC1=CC=CC=C1)CC1=CC=CC=C1)OC